C1(CC1)OC1=CC(=CC2=C1N=C(S2)N2[C@@H]1C[C@H]([C@H](C2)C1)OCC=1C(=NOC1C1CC1)C1CCC2(CC2)CC1)C(=O)O 4-cyclopropoxy-2-((1S,4S,5R)-5-((5-cyclopropyl-3-(spiro[2.5]oct-6-yl)isoxazol-4-yl)methoxy)-2-azabicyclo[2.2.1]heptan-2-yl)benzo[d]thiazole-6-carboxylic acid